BrC1=C2CCNC(C2=CC(=C1)CCN(C)CC)=O 5-bromo-7-(2-(ethyl(methyl)amino)ethyl)-3,4-dihydroisoquinolin-1(2H)-one